N-[(1R)-1-[[(3-amino-3-oxo-propyl)-(2-chloroacetyl)amino]carbamoyl]-3-methyl-butyl]carbamic acid tert-butyl ester C(C)(C)(C)OC(N[C@H](CC(C)C)C(NN(C(CCl)=O)CCC(=O)N)=O)=O